4-acetyl-2,6-dimethoxyphenolate C(C)(=O)C1=CC(=C(C(=C1)OC)[O-])OC